N1-((3-(morpholinomethyl)oxetan-3-yl)methyl)-2-(trifluoromethyl)benzene-1,4-diamine O1CCN(CC1)CC1(COC1)CNC1=C(C=C(C=C1)N)C(F)(F)F